dodecahydrophenalene C1CCC2CCCC3CCCC1C23